NC1=NC(=C2C(=N1)N(N=C2)CC2=CC=C(C=C2)N)C=2C=C(C#N)C=CN2 2-(6-amino-1-(4-aminobenzyl)-1H-pyrazolo[3,4-d]pyrimidine-4-yl)isonicotinonitrile